3-methyl-N-((1r,4r)-3-morpholinocyclobutyl)-1-neopentyl-1H-thieno[2,3-c]pyrazole-5-carboxamide CC=1C2=C(N(N1)CC(C)(C)C)SC(=C2)C(=O)NC2CC(C2)N2CCOCC2